CC1=C(C(OC2=CC=CC=C12)=O)C(=O)O methyl-coumarin-3-formic acid